ClC1=CC=C(C=C1)C1=CC2=C(N=CN(C2=O)C(C(=O)O)C)C(=N1)C=1C=NC=CC1 2-(6-(4-chlorophenyl)-4-oxo-8-(pyridin-3-yl)pyrido[3,4-d]pyrimidin-3(4H)-yl)propanoic acid